4-(CYCLOBUTYL)FURAN-2-BORONIC ACID C1(CCC1)C=1C=C(OC1)B(O)O